C(C1=CC=CC=C1)C1CCN(CC1)CCCN1CC=2C=CC=C(C2C1=O)C(=O)O 2-[3-(4-Benzyl-piperidin-1-yl)-propyl]-3-oxo-2,3-dihydro-1H-isoindole-4-carboxylic acid